1-(2-(2-azidoethoxy)ethoxy)pentane N(=[N+]=[N-])CCOCCOCCCCC